CC(CC)OCCCCN 4-(1-methylpropyloxy)-butylamine